COCC=1C(=CC=2N(N1)C(=CN2)C2=NC1=CC=CC=C1C=C2)C2=CC=C(C=C2)N2CCNCC2 (6-(methoxymethyl)-7-(4-(piperazin-1-yl)phenyl)imidazo[1,2-b]pyridazin-3-yl)quinoline